4-(benzo[b]thiophen-4-yl)-1-(docosanoyloxymethyl)-1-(4-(2-oxo-1,2-dihydroquinolin-7-yloxy)butyl)piperazin-1-ium iodide [I-].S1C2=C(C=C1)C(=CC=C2)N2CC[N+](CC2)(CCCCOC2=CC=C1C=CC(NC1=C2)=O)COC(CCCCCCCCCCCCCCCCCCCCC)=O